N-(1-(cyanomethyl)-1H-pyrazol-3-yl)-7-cyclobutoxy-2-(1-methyl-2-oxabicyclo[2.1.1]hexan-4-yl)imidazo[1,2-a]pyridine-6-carboxamide C(#N)CN1N=C(C=C1)NC(=O)C=1C(=CC=2N(C1)C=C(N2)C21COC(C2)(C1)C)OC1CCC1